phenyl N-({1-[(oxan-4-yl)methyl]-1H-1,2,4-triazol-5-yl}methyl)carbamate O1CCC(CC1)CN1N=CN=C1CNC(OC1=CC=CC=C1)=O